C(C1=CC=CC=C1)N1B(NC2=C3C1=CC=CC3=CC=C2)C=2C(=C3CC(CC3=C(C2CCCCl)C)(C(=O)OC)C(=O)OC)C (R)-dimethyl 5-(1-benzyl-1H-naphtho[1,8-de][1,3,2]diazaborinin-2(3H)-yl)-6-(3-chloropropyl)-4,7-dimethyl-1,3-dihydro-2H-indene-2,2-dicarboxylate